ClC1=NC=C(C=C1)C(F)(F)F chloro-5-(trifluoromethyl)pyridine